ClC1=CC(=C2C(=N1)N(N=C2)[C@H]2[C@@H]([C@@H]([C@H](O2)COCP(O)(O)=O)O)O)N[C@@H](C)C2=C(C=CC=C2)F ({[(2R,3S,4R,5R)-5-(6-chloro-4-{[(1S)-1-(2-fluorophenyl)ethyl]amino}-1H-pyrazolo[3,4-b]pyridin-1-yl)-3,4-dihydroxyoxolan-2-yl]methoxy}methyl)phosphonic acid